C(#N)C1CN(CC1)C=1C2=C(N=C(N1)C1=C(C(=CC(=C1Cl)OC)OC)Cl)C=NC(=C2)N[C@H]2[C@H](COC2)NC(C=C)=O N-((3R,4S)-4-((4-(3-cyanopyrrolidin-1-yl)-2-(2,6-dichloro-3,5-dimethoxyphenyl)pyrido[3,4-d]pyrimidin-6-yl)amino)tetrahydrofuran-3-yl)acrylamide